benzyl (2S,3S,4S,5R)-3,4,5,6-tetra(propanoyloxy)tetrahydropyran-2-carboxylate C(CC)(=O)O[C@@H]1[C@H](OC([C@@H]([C@H]1OC(CC)=O)OC(CC)=O)OC(CC)=O)C(=O)OCC1=CC=CC=C1